Pyridinium Dichlorochromate [Cr](=O)(=O)(Cl)Cl.[NH+]1=CC=CC=C1